6-bromo-[1,3]dioxolo[4,5-b]pyridine-2-thione BrC=1C=C2C(=NC1)OC(O2)=S